4-(aminomethyl)tetrahydro-2H-pyran-4-ol NCC1(CCOCC1)O